tert-butyl (S)-2-((tert-butoxycarbonyl)amino)-3-(4-(2-(5-cyanothiophene-2-carboxamido)acetamido)phenyl)propanoate C(C)(C)(C)OC(=O)N[C@H](C(=O)OC(C)(C)C)CC1=CC=C(C=C1)NC(CNC(=O)C=1SC(=CC1)C#N)=O